(S)-2-(2-hydroxypropan-2-yl)-N'-((3,5,6,7-tetrahydro-2H-indeno[5,6-b]furan-8-yl)carbamoyl)thiazole-5-sulfonimidamide OC(C)(C)C=1SC(=CN1)[S@](=O)(N)=NC(NC1=C2CCCC2=CC2=C1OCC2)=O